OCC1=CC(=C(C(=O)OC)C=C1)C methyl 4-(hydroxymethyl)-2-methylbenzoate